(S)-8-hydroxy-7-methoxy-2-methylene-1,2,3,10,11,11a-hexahydro-5H-benzo[e]pyrrolo[1,2-a][1,4]diazepine-5-one OC=1C(=CC2=C(NC[C@H]3N(C2=O)CC(C3)=C)C1)OC